2-(quinolin-5-yl)-N-(5-(trifluoromethyl)thiazol-2-yl)acetamide N1=CC=CC2=C(C=CC=C12)CC(=O)NC=1SC(=CN1)C(F)(F)F